[2-[5-[(3-methyloxetan-3-yl)methoxy]benzimidazol-1-yl]-8-quinolyl]trifluoromethanesulfonate CC1(COC1)COC1=CC2=C(N(C=N2)C2=NC3=C(C=CC=C3C=C2)OS(=O)(=O)C(F)(F)F)C=C1